1-(2-iodophenyl)-5-cyano-1H-indole IC1=C(C=CC=C1)N1C=CC2=CC(=CC=C12)C#N